2-methylbutan-1-thiol CC(CS)CC